S1C2=C(C(=C1)CC(C)NC(OC1=CC=C(C=C1)[N+](=O)[O-])=O)C=CC=C2 4-nitrophenyl (1-(benzo[b]thiophen-3-yl)propan-2-yl)carbamate